N(C(=O)C)C1=C(C=CC=C1)OB(O)O 2-acetaminophenyl-boric acid